FC1=CC=C(C=C1)C1=C(C(=NO1)C)CO (5-(4-Fluorophenyl)-3-methylisoxazol-4-yl)methanol